C(CC)S(=O)(=O)C=1C=C(C(=O)NC=2C=C3C(=CNC3=CC2)C2CCN(CC2)C)C=CC1 5-(3-(propanesulfonyl)benzoyl)amino-3-(1-methylpiperidin-4-yl)-1H-indole